5-[1-cyclopropyl-5-(difluoromethyl)-1H-1,2,4-triazol-3-yl]-6-methyl-N-[(3S)-pyrrolidin-3-yl]pyridin-2-amine, dihydrochloride Salt Cl.Cl.C1(CC1)N1N=C(N=C1C(F)F)C=1C=CC(=NC1C)N[C@@H]1CNCC1